SCC(CSCCS)SC(CSCCS)CS 5,7-bis(mercaptomethyl)-1,11-dimercapto-3,6,9-trithiaundecane